tert-butyl 3-(4-(4-(methylthio)-2,6-dioxo-5-(2,4,5-trifluorobenzyl)-5,6-dihydro-1,3,5-triazin-1(2H)-yl)isoquinolin-5-yl)propanoate CSC1=NC(N(C(N1CC1=C(C=C(C(=C1)F)F)F)=O)C1=CN=CC2=CC=CC(=C12)CCC(=O)OC(C)(C)C)=O